7-methyl-3-(2-(methyl(propyl)amino)ethyl)-1H-indol-4-ol CC1=CC=C(C=2C(=CNC12)CCN(CCC)C)O